C(=O)(O)C1=CC=C(C=C1)N1C(C=CC1=O)=O N-p-carboxyl-phenyl-maleimide